C(OC[C@H]1O[C@@]([C@@H]([C@@H]1O)O)(C#N)C1=CC=C2C(=NC=NN21)N)(OCCCCCCCCCC)=O ((2R,3S,4R,5R)-5-(4-aminopyrrolo[2,1-f][1,2,4]triazin-7-yl)-5-cyano-3,4-dihydroxytetrahydrofuran-2-yl)methyl decyl carbonate